2-(6-bromo-1-oxospiro[3H-isoquinoline-4,3'-oxetan]-2-yl)-N-pyrimidin-2-ylacetamide BrC=1C=C2C(=CC1)C(N(CC21COC1)CC(=O)NC1=NC=CC=N1)=O